FC=1C=C(C=CC1OC(F)(F)F)[C@@H](NC(=O)N1[C@@H](C(NCC1)=O)C)[C@@H]1C[C@H](C1)C(F)(F)F (2R)-N-((S)-(3-fluoro-4-(trifluoromethoxy)phenyl)(trans-3-(trifluoromethyl)cyclobutyl)methyl)-2-methyl-3-oxopiperazine-1-carboxamide